1-{2-[4-(4-aminopiperidin-1-yl)-3-(3-fluoro-5-methylphenyl)quinolin-6-yl]-4,6-difluorophenyl}-3-ethoxyurea NC1CCN(CC1)C1=C(C=NC2=CC=C(C=C12)C1=C(C(=CC(=C1)F)F)NC(=O)NOCC)C1=CC(=CC(=C1)C)F